N1=CC(=CC=C1)C(=O)O 3-pyridinoic acid